(S)-2-((S)-4,4-difluoro-3-(6-oxo-1,6-dihydropyridin-3-yl)piperidin-1-yl)-N-(5-phenoxypyrazin-2-yl)propionamide FC1([C@H](CN(CC1)[C@H](C(=O)NC1=NC=C(N=C1)OC1=CC=CC=C1)C)C1=CNC(C=C1)=O)F